(3-Chloropyridin-2-yl)-3-[5-(trifluoromethyl)-1H-tetrazol-1-yl]-1H-pyrazole-5-carboxylic acid ClC=1C(=NC=CC1)N1N=C(C=C1C(=O)O)N1N=NN=C1C(F)(F)F